2-Chloro-N-(2-{4-[(6-chloropyrazin-2-yl)oxy]piperidin-1-yl}-2-[4-(difluoromethyl)-1,3-thiazol-5-yl]ethyl)-6-fluorobenzamid ClC1=C(C(=O)NCC(C2=C(N=CS2)C(F)F)N2CCC(CC2)OC2=NC(=CN=C2)Cl)C(=CC=C1)F